dipropoxyheptenyl methyl ether COC=CCCCCC(OCCC)OCCC